C(=O)C(C(OOO)(O)O)(CCCC)C=O Diformyldihydroxytrioxanonane